2-((4-chloro-2-fluorophenoxy)methyl)-6-(piperidin-4-yloxy)pyridine ClC1=CC(=C(OCC2=NC(=CC=C2)OC2CCNCC2)C=C1)F